(3aR,5s,6aS)-2-((3,3-dimethyltetrahydro-2H-pyran-4-yl)methyl-d2)-N-(6-(4-(trifluoromethyl)pyridin-3-yl)pyridazin-3-yl)octahydrocyclopenta[c]pyrrol-5-amine CC1(COCCC1C(N1C[C@@H]2[C@H](C1)CC(C2)NC=2N=NC(=CC2)C=2C=NC=CC2C(F)(F)F)([2H])[2H])C